8-(2-(2-Fluoro-5-((6-fluoro-4-((methylamino)methyl)-1H-indol-5-yl)oxy)phenyl)-1H-imidazol-5-yl)-8-(3-iodophenyl)octanenitrile FC1=C(C=C(C=C1)OC=1C(=C2C=CNC2=CC1F)CNC)C=1NC(=CN1)C(CCCCCCC#N)C1=CC(=CC=C1)I